n-tridecyl-cyclohexane C(CCCCCCCCCCCC)C1CCCCC1